diformyl-phenylenediamine C(=O)NC1=C(C=CC=C1)NC=O